C(C)(=O)NC1=C(C(=O)NC=2SC(=C(N2)C)[N+](=O)[O-])C=CC(=C1)NCCCCN 2-acetamido-4-((4-aminobutyl)amino)-N-(4-methyl-5-nitrothiazol-2-yl)benzamide